(7-(6-butyryl-2-cyano-4-methylpyridin-3-yl)-2,6-naphthyridin-3-yl)cyclopropanecarboxamide C(CCC)(=O)C1=CC(=C(C(=N1)C#N)C1=NC=C2C=C(N=CC2=C1)C1(CC1)C(=O)N)C